5-((3S)-3-((tetrahydro-2H-pyran-2-yl)oxy)piperidin-1-yl)pyrazole O1C(CCCC1)O[C@@H]1CN(CCC1)C1=CC=NN1